C(C)OCOC=1C=C(C=O)C=CC1C=1N=NC(=CC1C)NCC1=CC(=CC=C1)O 3-(ethoxymethoxy)-4-(6-((3-hydroxybenzyl)amino)-4-methylpyridazin-3-yl)benzaldehyde